3-(((benzyloxy)carbonyl)amino)propanoic acid C(C1=CC=CC=C1)OC(=O)NCCC(=O)O